FC(OC1=C(C=CC=C1)CNCCC1=C(C=C(C(=C1)OC)[N+](=O)[O-])OC)F {[2-(difluoromethoxy)phenyl]methyl}[2-(2,5-dimethoxy-4-nitrophenyl)ethyl]amine